methyl [3-hydroxy-5-pentylphenyl]acetate OC=1C=C(C=C(C1)CCCCC)CC(=O)OC